4-Hydroxyantipyrine CC1=C(C(=O)N(N1C)C2=CC=CC=C2)O